N,N-bis(2-hydroxyl)-2-aminoethanesulfonic acid C(CS(=O)(=O)O)N(O)O